3-[4-(4-carbonyl-cyclohexyl)-phenoxy]-propane-1-sulfonate C(=O)=C1CCC(CC1)C1=CC=C(OCCCS(=O)(=O)[O-])C=C1